FC1(CC12CCC=1N(C2)N=C(C1C1=C2C(=NC=C1)NN=C2)C2=CC=C(C=C2)F)F 2,2-difluoro-2'-(4-fluorophenyl)-3'-(1H-pyrazolo[3,4-b]pyridin-4-yl)-4',5'-dihydro-7'H-spiro[cyclopropane-1,6'-pyrazolo[1,5-a]pyridine]